N1(CCC1)C1=CC=C2C3(CC=4C(=NOC4C2=C1)NS(=O)(=O)C1=C(C=C(C=C1OC)C(=O)N1[C@H](COCC1)C(F)F)OC)CC3 |o1:32| rel-(R)-N-(8'-(azetidin-1-yl)-4'H-spiro[cyclopropane-1,5'-naphtho[2,1-d]isoxazol]-3'-yl)-4-(3-(difluoromethyl)morpholine-4-carbonyl)-2,6-dimethoxybenzenesulfonamide